6-chloro-N-(5-chloro-1-cyclopropyl-1H-pyrazol-4-yl)-7-[4-(3,3-difluoroazetidin-1-yl)piperidin-1-yl]quinazolin-2-amine ClC=1C=C2C=NC(=NC2=CC1N1CCC(CC1)N1CC(C1)(F)F)NC=1C=NN(C1Cl)C1CC1